S1N=CC(=C1)C(=O)OCCCCN1N=C(C=2C(NCC3(CCOCC3)CC21)=O)CC 4-(3-ethyl-4-oxo-spiro[6,8-dihydro-5H-pyrazolo[4,3-c]azepine-7,4'-tetrahydropyran]-1-yl)butyl isothiazole-4-carboxylate